OC1=CC=C(OCC2CCN(CC2)C(=O)OC(C)(C)C)C=C1 tert-butyl 4-[(4-hydroxyphenoxy)methyl]piperidine-1-carboxylate